N-(5-((4-chlorobenzyl)oxy)-1,3,4-thiadiazol-2-yl)-6-cyano-2-morpholinonicotinamide ClC1=CC=C(COC2=NN=C(S2)NC(C2=C(N=C(C=C2)C#N)N2CCOCC2)=O)C=C1